3-[2-(1-ethyl-4,6-difluoro-1,3-benzodiazol-5-yl)ethynyl]-5-(methylamino)-1-[(3s,5r)-1-(prop-2-enoyl)-5-[(trifluoromethoxy)methyl]pyrrolidin-3-yl]pyrazole-4-carboxamide C(C)N1C=NC2=C1C=C(C(=C2F)C#CC2=NN(C(=C2C(=O)N)NC)[C@@H]2CN([C@H](C2)COC(F)(F)F)C(C=C)=O)F